ClC1=C(C(=CC=C1)C)C=1C(N(C2=CC(=NC=C2C1)NC(=O)C1CC1)C)=O N-[3-(2-chloro-6-methylphenyl)-1-methyl-2-oxo-1,6-naphthyridin-7-yl]cyclopropanecarboxamide